COC(=O)C1=NC(=C(C=C1[N+](=O)[O-])C(F)(F)F)O 6-hydroxy-3-nitro-5-(trifluoromethyl)pyridine-2-carboxylic acid methyl ester